C(#N)C(CC=1NC2=CC(=CC=C2C1)C=1C=CC2=C(N(C(O2)=O)C)C1)NC(=O)[C@H]1OC[C@@H](CCN(C1)C(=O)OC(C)(C)C)OC tert-butyl (2S,7R)-2-((1-cyano-2-(6-(3-methyl-2-oxo-2,3-dihydrobenzo[d]oxazol-5-yl)-1H-indol-2-yl)ethyl)carbamoyl)-7-methoxy-1,4-oxazocane-4-carboxylate